3,5-dimethylcyclohexan-1-one O-cyclopropanecarbonyl oxime C1(CC1)C(=O)ON=C1CC(CC(C1)C)C